Benzyl 8-(3-methyl-2-oxo-1,3-benzoxazol-6-yl)-2-oxa-5-azaspiro[3.5]non-7-ene-5-carboxylate CN1C(OC2=C1C=CC(=C2)C2=CCN(C1(COC1)C2)C(=O)OCC2=CC=CC=C2)=O